C(C)OC1=NC(=CN=C1)B1OC(C(O1)(C)C)(C)C 2-ethoxy-6-(4,4,5,5-tetramethyl-1,3,2-dioxaborolan-2-yl)pyrazine